3-(6-(trifluoromethyl)-2,3-dihydrobenzofuran-2-yl)benzoic acid FC(C1=CC2=C(CC(O2)C=2C=C(C(=O)O)C=CC2)C=C1)(F)F